N-(2,2,6,6-tetramethylpiperidin-4-yl)propionamide CC1(NC(CC(C1)NC(CC)=O)(C)C)C